BrC1=C(C(=O)[O-])C=CC(=C1)F 2-bromo-4-fluorobenzoate